2-(2-(4-(2,3-difluoro-4-(4,4,5,5-tetramethyl-1,3,2-dioxaborolan-2-yl)phenyl)-3-methyl-1H-pyrazol-1-yl)ethyl)-6-methoxypyridine FC1=C(C=CC(=C1F)B1OC(C(O1)(C)C)(C)C)C=1C(=NN(C1)CCC1=NC(=CC=C1)OC)C